CN(CCCN=C=NCC)C N-{3-(dimethyl-amino)propyl}-N'-ethylcarbodiimide